2-(difluoromethyl)piperazine-2-carboxylic acid FC(C1(NCCNC1)C(=O)O)F